2-Fluoro-4-isothiocyanato-1-(trifluoromethoxy)benzene FC1=C(C=CC(=C1)N=C=S)OC(F)(F)F